FC(C1=CC=C(C=N1)NC(CC(=O)OCC)C)(F)F ethyl 3-((6-(trifluoromethyl)pyridin-3-yl)amino)butanoate